OC1(CC1)COC1=CC=2N(C(=C1)C=1C=NC(=CC1)N1CC3(C1)CC(C3)OC=3C=NC(=CC3)OC)C(=CN2)C#N 7-((1-hydroxycyclopropyl)methoxy)-5-(6-(6-((6-methoxypyridin-3-yl)oxy)-2-aza-spiro[3.3]heptan-2-yl)pyridin-3-yl)imidazo[1,2-a]pyridine-3-carbonitrile